C1(CCCC1)OC1=NC=CC=C1C1=CC(=C(OCCCC(=O)O)C=C1)F 4-[4-(2-cyclopentyloxy-pyridin-3-yl)-2-fluoro-phenoxy]-butyric acid